NC1=C2C(=NC=N1)N(N=C2C2=NOC(=C2C2=NC=C(C=N2)C2CCN(CC2)C(=O)[O-])C2CC2)C(C)C 4-[2-[3-(4-amino-1-isopropyl-pyrazolo[3,4-d]pyrimidin-3-yl)-5-cyclopropyl-isoxazol-4-yl]pyrimidin-5-yl]piperidine-1-carboxylate